CN1C(C(=C(C2=NC(=CC=C12)C)N(C1CCN(CC1)C1=CC=C(C=C1)OC(F)(F)F)C)C#N)=O 1,6-dimethyl-4-[methyl-[1-[4-(trifluoromethoxy)phenyl]-4-piperidinyl]amino]-2-oxo-1,5-naphthyridine-3-carbonitrile